C(C)C1=NN(C(S1)=NCC1=CC(=CC=C1)OC)CC1=CC(=CC=C1)OC N-(5-ethyl-3-(3-methoxybenzyl)-1,3,4-thiadiazol-2(3H)-ylidene)-1-(3-methoxyphenyl)methanamine